FC(C1(CC1)C=1C=2N(N=C(C1)C=1C(NC(NC1)=O)=O)C=CN2)(F)F 5-[8-[1-(trifluoromethyl)cyclopropyl]imidazo[1,2-b]pyridazin-6-yl]-1H-pyrimidine-2,4-dione